ClC=1C(=CC(=NC1)N1C[C@H](NCC1)CO)I (S)-(4-(5-chloro-4-iodopyridin-2-yl)piperazin-2-yl)methanol